N1C[C@H](CC1)C1=CC=C(C=C1)NC(=O)C1=NC2=CC=C(C=C2C=C1)OC |r| (RS)-6-Methoxy-quinoline-2-carboxylic acid (4-pyrrolidin-3-yl-phenyl)-amide